3,5-dichloro-N-butyl-2-methylaminobenzamide ClC=1C(=C(C(=O)NCCCC)C=C(C1)Cl)NC